CN1N=C(N=N1)C=1C=C(C=CC1NC1=CC=C(C=C1)C(F)(F)F)C(NCCOCCOCCOCCOCCNC(OC(C)(C)C)=O)=O tert-butyl (1-(3-(2-methyl-2H-tetrazol-5-yl)-4-((4-(trifluoromethyl)phenyl)amino)phenyl)-1-oxo-5,8,11,14-tetraoxa-2-azahexadecan-16-yl)carbamate